[N+](=[N-])=C(C(CCC1=CC=CC=C1)=O)S(=O)(=O)C diazo-1-methylsulfonyl-4-phenyl-2-butanone